14-methylhexadecanoic acid CC(CCCCCCCCCCCCC(=O)O)CC